BrC1=CC=C2C(N(C(=NC2=C1)C)C1C(NC(CC1)=O)=O)=O 3-(7-bromo-2-methyl-4-oxo-quinazolin-3-yl)piperidine-2,6-dione